(1R,3R)-3-[(4R)-4-ethyl-2-imino-4-methyl-6-oxo-hexahydropyrimidin-1-yl]-N-[(3R,4R)-3-hydroxy-3-methyl-chroman-4-yl]-1-methyl-indane-5-carboxamide C(C)[C@]1(NC(N(C(C1)=O)[C@@H]1C[C@H](C2=CC=C(C=C12)C(=O)N[C@H]1[C@@](COC2=CC=CC=C12)(C)O)C)=N)C